1,4-di(p-ethylphenyl)-1,2-diallyl-1-butene C(C)C1=CC=C(C=C1)C(=C(CCC1=CC=C(C=C1)CC)CC=C)CC=C